BrC=1C=C2C(=NC1)C(CN2)(C)O 6-bromo-3-hydroxy-3-methyl-1,3-dihydro-2H-pyrrolo[3,2-b]pyridin